((ethoxycarbonyl)amino)-6-(1-(methylamino)ethyl)nicotinic acid methyl ester COC(C1=C(N=C(C=C1)C(C)NC)NC(=O)OCC)=O